[N+](=O)([O-])OC#CC propynol nitrate